C(C)C=1C=C(C=CC1CCCO)CCCO 3-[3-Ethyl-4-(3-hydroxypropyl)phenyl]propan-1-ol